N-((1s,4s)-4-(difluoromethoxy)cyclohexyl)-2-(1-methyl-7-oxo-3-((4-(trifluoromethyl)phenyl)amino)-1,7-dihydro-6H-pyrazolo[4,3-d]pyrimidin-6-yl)acetamide FC(OC1CCC(CC1)NC(CN1C=NC2=C(C1=O)N(N=C2NC2=CC=C(C=C2)C(F)(F)F)C)=O)F